N,N-dimethyl-6-[1-[3-(triazol-1-yl)propanoyl]-3,6-dihydro-2H-pyridin-5-yl]-1H-indole-2-carboxamide CN(C(=O)C=1NC2=CC(=CC=C2C1)C1=CCCN(C1)C(CCN1N=NC=C1)=O)C